C1(CC1)C1=C(C(=NO1)C1=C(C=CC=C1Cl)Cl)CO[C@H]1[C@@H]2[C@H](N([C@H](C1)C2)C2=CC=C(C(=O)O)C=C2)CC 4-[(1S,3R,4S,5R)-5-{[5-cyclopropyl-3-(2,6-dichlorophenyl)-1,2-oxazol-4-yl]methoxy}-3-ethyl-2-azabicyclo[2.2.1]heptan-2-yl]benzoic acid